NC1=NC(=C(C(=C1C#N)C1=CC(=CC(=C1)F)Cl)C#N)N1CCCCC1 2-amino-4-(3-chloro-5-fluorophenyl)-6-(piperidin-1-yl)pyridine-3,5-dinitrile